C(=O)O.NC1CCC(CC1)NC1=NC2=C(C=C(C=C2C=N1)C1=C(C=C(C=C1)NS(=O)(=O)C1=C(C=CC=C1)Cl)OC)CC N-(4-(2-(((1r,4r)-4-aminocyclohexyl)amino)-8-ethylquinazolin-6-yl)-3-methoxyphenyl)-2-chlorobenzenesulfonamide, formate salt